ClC=1C=C2C[C@@H](N(C2=CC1S(=O)(=O)N)C(=O)[C@@H]1CC2=CC=C(C=C2C1)C1=NC=CC=C1)C (S)-5-chloro-2-methyl-1-((R)-5-(pyridin-2-yl)-2,3-dihydro-1H-indene-2-carbonyl)indoline-6-sulfonamide